CC1=C(C(=O)N2CCOCC2)C=CC=C1 (2-methylbenzoyl)morpholine